N-[[3-chloro-5-(trifluoromethyl)pyridin-2-yl]methyl]-1-cyclopentyl-5-oxopyrrolidine-3-carboxamid ClC=1C(=NC=C(C1)C(F)(F)F)CNC(=O)C1CN(C(C1)=O)C1CCCC1